C12CCCC(CC1)N2CCO 2-(8-azabicyclo[3.2.1]octan-8-yl)ethane-1-ol